2-(((2R,3S,4R,5R)-5-(2-chloro-6-(cyclopentylamino)-9H-purin-9-yl)-3-ethynyl-3,4-dihydroxytetrahydrofuran-2-yl)methoxy)malonamide ClC1=NC(=C2N=CN(C2=N1)[C@H]1[C@@H]([C@@]([C@H](O1)COC(C(=O)N)C(=O)N)(O)C#C)O)NC1CCCC1